(S)-(8-bromo-6-fluoro-1-methyl-2-oxo-2,3,4,5-tetrahydro-1H-benzo[b]azepin-3-yl)carbamic acid tert-butyl ester C(C)(C)(C)OC(N[C@H]1CCC2=C(N(C1=O)C)C=C(C=C2F)Br)=O